C1OC=2C=C(C=CC2O1)C1=NC(=NC(=N1)C(Cl)(Cl)Cl)C(Cl)(Cl)Cl 2-(3,4-methylenedioxyphenyl)-4,6-bis-(trichloromethyl)-s-triazine